N-(4-(6-(methylsulfonylamino)-[1,1'-biphenyl]-3-yl)-1H-pyrrolo[2,3-b]pyridin-6-yl)cyclopropylcarboxamide CS(=O)(=O)NC1=CC=C(C=C1C1=CC=CC=C1)C1=C2C(=NC(=C1)NC(=O)C1CC1)NC=C2